BrCCN1N=NN=C1 1-(2-bromoethyl)-1H-tetrazole